3-[2-[4-[(3-Methyloxetan-3-yl)methoxy]-2-nitro-anilino]-8-quinolinyl]azetidine-1-carboxylic acid tert-butyl ester C(C)(C)(C)OC(=O)N1CC(C1)C=1C=CC=C2C=CC(=NC12)NC1=C(C=C(C=C1)OCC1(COC1)C)[N+](=O)[O-]